(S)-tert-Butyl 3-(((tert-butyldiphenylsilyl)oxy)methyl)piperazine-1-carboxylate [Si](C1=CC=CC=C1)(C1=CC=CC=C1)(C(C)(C)C)OC[C@@H]1CN(CCN1)C(=O)OC(C)(C)C